ClC=1N=C2C(=NC1)N=C(C=C2)N2CCC(CC2)(C)NC(OC(C)(C)C)=O tert-butyl (1-(2-chloropyrido[2,3-b]pyrazin-6-yl)-4-methylpiperidin-4-yl)carbamate